FC1=CC=C(CC2C(N(CC2)C=2C=CC3=C(C2)C(OC2=CN=CC=C23)([2H])[2H])=O)C=C1 3-(4-fluorobenzyl)-1-(6H-isochromeno[3,4-c]pyridin-8-yl-6,6-d2)pyrrolidin-2-one